C12(CC3CC(CC(C1)C3)C2)NCCCC(=O)NC2=CC(=CC=C2)NC2C(NC(CC2)=O)=O 4-((adamantan-1-yl)amino)-N-(3-((2,6-dioxopiperidin-3-yl)amino)phenyl)butanamide